6'-Bromo-2'-{[3-fluoro-4-(trifluoromethyl)phenyl]methyl}-1'-oxo-2'H,4'H-spiro[cyclopentane-1,3'-isoquinoline]-4'-carboxylic acid BrC=1C=C2C(C3(N(C(C2=CC1)=O)CC1=CC(=C(C=C1)C(F)(F)F)F)CCCC3)C(=O)O